(S)-1-(3-amino-4-methoxypyrazolo[1,5-a]pyridin-5-yl)-2,2,2-trifluoroethan-1-ol NC=1C=NN2C1C(=C(C=C2)[C@@H](C(F)(F)F)O)OC